3-(3-cyclopropyl-4-methylphenyl)-N-methylcyclobutan-1-amine C1(CC1)C=1C=C(C=CC1C)C1CC(C1)NC